BrC1=CC=C(C=C1)CN1C(=NC=C1)C1(COC1)C 1-((4-bromophenyl)methyl)-2-(3-methyloxetan-3-yl)-1H-imidazole